2-(4-fluorophenyl)-1-methyl-1H-imidazole FC1=CC=C(C=C1)C=1N(C=CN1)C